[5-(1-AMINO-4-METHYLPHTHALAZIN-6-YL)-2-CYANO-4-METHOXYPHENYL]BORONIC ACID FORMIC ACID SALT C(=O)O.NC1=NN=C(C2=CC(=CC=C12)C=1C(=CC(=C(C1)B(O)O)C#N)OC)C